N1-((trans)-2-(naphthalen-2-yl)cyclopropyl)cyclohexane-1,4-diamine C1=C(C=CC2=CC=CC=C12)[C@H]1[C@@H](C1)NC1CCC(CC1)N